4,7,10-tris(2-(tert-butoxy)-2-oxoethyl)-1,4,7,10-tetraazacyclododecan-1-ylacetic acid C(C)(C)(C)OC(CN1CCN(CCN(CCN(CC1)CC(OC(C)(C)C)=O)CC(OC(C)(C)C)=O)CC(=O)O)=O